N(C(=N)N)C1=CC=C(C[C@H](N)C(=O)O)C=C1 4-guanidinylphenylalanine